ClC1=C2C3=C(C=NC2=C(C=C1)C)SC=1C=CC(=CC1C3=O)F chloro-10-fluoro-4-methyl-12H-thiochromeno[2,3-c]quinolin-12-one